C1(=CC=CC=C1)C1=CC(=CC=C1)C1=CC=CC=C1 [1,1':3',1'']terphenyl